CO[C@@H]1CC[C@H](CC1)NC(=O)C=1C=NN2C1C=C(C=C2)C=2N=C(C1=C(N2)NC=C1)C=1C=NN(C1)C N-(trans-4-methoxycyclohexyl)-5-(4-(1-methyl-1H-pyrazol-4-yl)-7H-pyrrolo[2,3-d]pyrimidin-yl)pyrazolo[1,5-a]pyridine-3-carboxamide